(R)-4-(dimethylamino)-N-(4-(3-((4-(2-phenylpyrazolo[1,5-a]pyridin-3-yl)pyrimidin-2-yl)amino)azepane-1-carbonyl)phenyl)butanamide CN(CCCC(=O)NC1=CC=C(C=C1)C(=O)N1C[C@@H](CCCC1)NC1=NC=CC(=N1)C=1C(=NN2C1C=CC=C2)C2=CC=CC=C2)C